(S)-1-(4-chlorobenzyl)-3-(4-(4-methyl-5-oxopiperazin-2-yl)phenyl)urea ClC1=CC=C(CNC(=O)NC2=CC=C(C=C2)[C@@H]2NCC(N(C2)C)=O)C=C1